ClC1=NC=C2C(=N1)N(N=C2)[C@@H]2C[C@H](CC2)CO |r| rac-((1S,3S)-3-(6-chloro-1H-pyrazolo[3,4-d]pyrimidin-1-yl)cyclopentyl)methanol